[Sb].[Si] silicon-antimony